C(C)(=O)ON=C(C)C=1C=CC=2N(C3=CC=C(C=C3C2C1)C(C1=C(C=CC=C1)C)=O)CC N-acetoxy-1-[9-ethyl-6-(2-methylbenzoyl)-9H-carbazol-3-yl]ethan-1-imine